CC1=C(C=NC=C1)N1C(C2=C(C=C1)C(=CN2)C2=NC(=NC=C2C(F)(F)F)NC2CNCCC2)=O 6-(4-methylpyridin-3-yl)-3-{2-[(piperidin-3-yl)amino]-5-(trifluoromethyl)pyrimidin-4-yl}-1H,6H,7H-pyrrolo[2,3-c]pyridin-7-one